CC1(CC1)NC(O[C@H]1C[C@H](CC1)C1=CC(=NN1)NC(=O)OCC1=CC=CC=C1)=O (1R,3S)-3-(3-(((benzyloxy)carbonyl)amino)-1H-pyrazol-5-yl)cyclopentyl (1-methylcyclopropyl)carbamate